OC=1C=C(CCC(=O)O)C=CC1O 3,4-Dihydroxyhydrocinnamic acid